methyl-3-(1-methyl-1H-pyrazol-4-yl)-5-((3aR,5r,6aS)-2-(tetrahydro-2H-pyran-4-yl)octahydrocyclopenta[c]pyrrol-5-yl)-1H-indazole CN1N=C(C2=CC(=CC=C12)C1C[C@@H]2[C@@H](CN(C2)C2CCOCC2)C1)C=1C=NN(C1)C